ethyl 5-(1-(dimethylamino)-2-phenylethyl)-2-methylbenzofuran-3-carboxylate CN(C(CC1=CC=CC=C1)C=1C=CC2=C(C(=C(O2)C)C(=O)OCC)C1)C